9-(9-Phenylcarbazol-3-yl)-10-(naphthalen-1-yl)anthracene C1(=CC=CC=C1)N1C2=CC=CC=C2C=2C=C(C=CC12)C=1C2=CC=CC=C2C(=C2C=CC=CC12)C1=CC=CC2=CC=CC=C12